phenyl formylacetate C(=O)CC(=O)OC1=CC=CC=C1